NC1=C2C(=NC=C1)N=CN2 7-Aminoimidazo[4,5-B]pyridine